6-methyl-9-[4-(trifluoromethyl)phenyl]-9H-carbazole-3-carboxamide CC=1C=C2C=3C=C(C=CC3N(C2=CC1)C1=CC=C(C=C1)C(F)(F)F)C(=O)N